3-benzylthiophene-2-sulfonamide C(C1=CC=CC=C1)C1=C(SC=C1)S(=O)(=O)N